(S)-2-((4-((2-hydroxy-1-phenylethyl)amino)-5-(3-(pyridin-3-yl)-1,2,4-oxadiazol-5-yl)pyridin-2-yl)amino)-6,7,7-trimethyl-6,7-dihydro-5H-pyrrolo[3,4-d]pyrimidin-5-one OC[C@H](C1=CC=CC=C1)NC1=CC(=NC=C1C1=NC(=NO1)C=1C=NC=CC1)NC=1N=CC2=C(N1)C(N(C2=O)C)(C)C